1-cyclopentyl-3-[4-[[(2-methoxybenzoyl)amino]methyl]phenyl]-5-methyl-tetrazole-4-carboxamide C1(CCCC1)N1NN(N(C1C)C(=O)N)C1=CC=C(C=C1)CNC(C1=C(C=CC=C1)OC)=O